(5-(2,3-dimethylphenyl)-6-methoxy-1-((2-(trimethylsilyl)ethoxy)methyl)-1H-pyrazolo[4,3-b]pyridin-3-yl)-3',6'-dihydro-[2,4'-bipyridine]-1'(2'H)-carboxylic acid tert-butyl ester C(C)(C)(C)OC(=O)N1CCC(=CC1)C1=NC=CC=C1C1=NN(C=2C1=NC(=C(C2)OC)C2=C(C(=CC=C2)C)C)COCC[Si](C)(C)C